tert-butyl (R)-(1-(cyclohexanecarbonyl)piperidin-3-yl)carbamate C1(CCCCC1)C(=O)N1C[C@@H](CCC1)NC(OC(C)(C)C)=O